(3S,4S)-3-methyl-4-prop-2-ynyloxy-piperidine-1-carboxylic acid tert-butyl ester C(C)(C)(C)OC(=O)N1C[C@@H]([C@H](CC1)OCC#C)C